6-chloropyrido[3,4-d]pyrimidin-2(1H)-one ClC1=CC2=C(NC(N=C2)=O)C=N1